CN[C@H]1CN(CC1)C1=NC(=NC2=C1OCCN2)N (R)-4-(3-(methylamino)pyrrolidin-1-yl)-7,8-dihydro-6H-pyrimido[5,4-b][1,4]oxazin-2-amine